C(C)(=O)C1(C(OCC1)=O)C 3-acetyl-3-methyldihydrofuran-2(3H)-one